2-(difluoromethyl)-6-((4-fluoro-2-methylphenyl)amino)-N-(6-methoxy-2-methylpyridin-3-yl)benzamide FC(C1=C(C(=O)NC=2C(=NC(=CC2)OC)C)C(=CC=C1)NC1=C(C=C(C=C1)F)C)F